tert-butyl 4-((S)-4-((S)-2-((((3-chlorobenzyl)oxy)carbonyl)amino)-3-cyclohexylpropanamido)-5-hydroxypentanoyl)-2-phenylpiperazine-1-carboxylate ClC=1C=C(COC(=O)N[C@H](C(=O)N[C@@H](CCC(=O)N2CC(N(CC2)C(=O)OC(C)(C)C)C2=CC=CC=C2)CO)CC2CCCCC2)C=CC1